methoxyl-tert-butyl-dimethyl-silicon O(C)[Si](C)(C)C(C)(C)C